CCCCCCCCCCCCCC(CC(CCCCCCCCCCCCCC)=O)=O triacontane-14,16-dione